CC1(OC(OC1(C)C)C=1CCOCC1)C 4-(4,4,5,5-tetramethyl-1,3-dioxolan-2-yl)-3,6-dihydro-2H-pyran